1-(trans-1-(2-methoxyethyl)-4-phenylpyrrolidin-3-yl)-3-(2-methyl-2,4,5,6-tetrahydrocyclopenta[c]pyrazol-3-yl)urea COCCN1C[C@H]([C@@H](C1)C1=CC=CC=C1)NC(=O)NC1=C2C(=NN1C)CCC2